(pyridin-2-yl)-1H-pyrrole-2-carboxylic acid ethyl ester C(C)OC(=O)C=1N(C=CC1)C1=NC=CC=C1